(2S)-2-[[5-[5-(difluoromethyl)-1,3,4-oxadiazol-2-yl]-2-[(1,1-dioxo-2H-thiochromen-6-yl)amino]pyrimidin-4-yl]amino]-2-phenyl-ethanol FC(C1=NN=C(O1)C=1C(=NC(=NC1)NC=1C=C2C=CCS(C2=CC1)(=O)=O)N[C@H](CO)C1=CC=CC=C1)F